CN1C=NC=C1C1CCN(CC1)S(=O)(=O)C=1C=C(C=CC1)NC1=CSC=C1 N-(3-((4-(1-methyl-1H-imidazol-5-yl)piperidin-1-yl)sulfonyl)phenyl)thiophen-3-amine